CC1(OC2=CC(=CC=C2C(C1)NC(=O)[C@H]1[C@@H](C1)[C@@H](CCOC)N1C(NC(CC1=O)(C)C)=[NH2+])OC(F)(F)F)C [1-[(1R)-1-[(1R,2R)-2-[[2,2-dimethyl-7-(trifluoromethoxy)chroman-4-yl]carbamoyl]cyclopropyl]-3-methoxy-propyl]-4,4-dimethyl-6-oxo-hexahydropyrimidin-2-ylidene]ammonium